[F-].C(CCCCCC)[N+]1=CC=C(C=C1)C 1-Heptyl-4-Methylpyridinium Fluoride